2-{6-azaspiro[2.5]octan-6-yl}-4-(2-hydroxyethanesulfonylamino)-N-(6-methylnaphthalen-1-yl)benzamide C1CC12CCN(CC2)C2=C(C(=O)NC1=CC=CC3=CC(=CC=C13)C)C=CC(=C2)NS(=O)(=O)CCO